COC1=CC=C(C=C1)C=1N=C2N(C=CN=C2)C1NC=1C=C(C(=O)NCCN2CCOCC2)C=CC1 3-[[2-(4-methoxy-phenyl)imidazo[1,2-a]pyrazin-3-yl]amino]-N-(2-morpholin-4-ylethyl)benzamide